CN(C(C#CC(=O)N1CCC(CC1)OC[C@H](C(=O)O)C(C)C)(C)C)C (R)-2-(((1-(4-(dimethylamino)-4-methylpent-2-ynoyl)piperidin-4-yl)oxy)methyl)-3-methylbutanoic acid